C(CCC)OC=1C=C2C(=CNC2=CC1)C1CCN(CC1)CCC=1C=NN(C1)C1=CC=C(C=C1)CC(C)C 5-butoxy-3-[1-[2-[1-(4-isobutylphenyl)-1H-pyrazol-4-yl]ethyl]-4-piperidinyl]-1H-indole